N1N=CC=2C1=NC=CC2C=2C(=NN1C2CCCC1)C=1N=CSC1 4-(3-(1H-Pyrazolo[3,4-b]pyridin-4-yl)-4,5,6,7-tetrahydropyrazolo[1,5-a]pyridin-2-yl)thiazole